COC([C@]([C@@](NC1=CC=CC=C1)(C1=CC=C(C=C1)Cl)C)(O)C=1C=NC(=CC1)Cl)=O methyl-(2s,3s)-3-(4-chlorophenyl)-2-(6-chloropyridin-3-yl)-2-hydroxy-3-(phenylamino)propionic acid methyl ester